OCC1=CC=C(C=N1)S(=O)(=O)N(CC1=CC=C(C=C1)OC)CC1=CC=C(C=C1)OC 6-(hydroxymethyl)-N,N-bis[(4-methoxyphenyl)methyl]Pyridine-3-sulfonamide